3,3'-decamethylenebis(5-amino-1H-1,2,4-triazole) NC1=NC(=NN1)CCCCCCCCCCC1=NNC(=N1)N